C(#N)C=1C=CC(=NC1)CN(C(C(=O)O)=O)C(C)C1=NC=CC=C1F 2-(((5-cyanopyridin-2-yl)methyl)(1-(3-fluoropyridin-2-yl)ethyl)amino)-2-oxoacetic acid